1,3,5-tris(N-phenylbenzoimidazol-2-yl)benzene C1(=CC=CC=C1)N1C(=NC2=C1C=CC=C2)C2=CC(=CC(=C2)C2=NC1=C(N2C2=CC=CC=C2)C=CC=C1)C1=NC2=C(N1C1=CC=CC=C1)C=CC=C2